FC1=C(C(=O)N([C@H]2CNCCC2)C2=NC=CC3=C2C=C(S3)C3=CC(=CC=C3)CO)C=CC(=C1)N1N=NC=3C1=NC=CC3 2-fluoro-N-[2-[3-(hydroxymethyl)phenyl]thieno[3,2-c]pyridin-4-yl]-N-[(3R)-3-piperidyl]-4-(triazolo[4,5-b]pyridin-3-yl)benzamide